C(N)(OC=1C(=NC(=CC1)C=1N=NN(C1C(NC(=O)O[C@H](CF)C1=CC(=CC=C1)F)=O)C)C)=O (S)-(6-(5-(((2-fluoro-1-(3-fluorophenyl) ethoxy) carbonyl) carbamoyl)-1-methyl-1H-1,2,3-triazol-4-yl)-2-methylpyridin-3-yl) carbamate